decyl 4-((4-((tert-butoxycarbonyl)amino)butyl)amino)butyrate C(C)(C)(C)OC(=O)NCCCCNCCCC(=O)OCCCCCCCCCC